O1C=C(C2=C1C=CC=C2)C[C@H](NC(C(NC=2SC=C(N2)C)=O)=O)B(O)O (R)-(2-(benzofuran-3-yl)-1-(2-oxo-2-((4-methylthiazol-2-yl)amino)acetamido)ethyl)boronic acid